NC1=C(C=C(C=C1)N1CC(CC1)N(C)C)F 1-(4-amino-3-fluorophenyl)-N,N-dimethylpyrrolidin-3-amine